CC1(N(CCC(C1)=C=O)C(=O)OC(C)(C)C)C tert-butyl 2,2-dimethyl-4-carbonylpiperidine-1-carboxylate